Cl.N[C@@H](CCC(=O)NC1=CC=C(C=C1)[N+](=O)[O-])C(=O)O gamma-L-glutamyl-p-nitroaniline hydrochloride